N-(5-(6-cyanopyrazin-2-yl)-4-((2-(1,1-difluoroethyl)pyrimidin-4-yl)amino)pyridin-2-yl)acetamide C(#N)C1=CN=CC(=N1)C=1C(=CC(=NC1)NC(C)=O)NC1=NC(=NC=C1)C(C)(F)F